Cl.C1(=CC(=CC=C1)OCCCCCC1=CC=C(C=C1)NC(=O)N1CCNCC1)C N-(4-(5-(m-tolyloxy)pentyl)phenyl)piperazine-1-carboxamide hydrochloride